NC=1N(N=C2C1CN(CC2)CC)C(=O)C2CCNC1=CC=CC=C21 (3-amino-5-ethyl-4,5,6,7-tetrahydropyrazolo[4,3-c]pyridin-2-yl)(1,2,3,4-tetrahydroquinolin-4-yl)methanone